C(C)C=1C(=CC=C2C=C(C=C(C12)C1=C(C=2N=C(N=C(C2C=N1)OCC(F)(F)F)OC[C@]12CCCN2C[C@@H](C1)F)F)OCOC)F 7-(8-ethyl-7-fluoro-3-(methoxymethoxy)naphthalen-1-yl)-8-fluoro-2-(((2R,7aS)-2-fluorotetrahydro-1H-pyrrolizin-7a(5H)-yl)methoxy)-4-(2,2,2-trifluoroethoxy)pyrido[4,3-d]pyrimidine